C1=CC=CC2=CC3=CC=CC=C3C(=C12)C=C1C=C(C(C(=C1)C(C)(C)C)=O)C(C)(C)C 4-(9-anthryl)methylene-2,6-di-tert-butyl-2,5-cyclohexadien-1-one